COC1=C(CNC2=C(C=3N(C=N2)N=CC3C(=O)OC)OC)C=CC(=C1)OC Methyl 5-((2,4-dimethoxybenzyl) amino)-4-methoxypyrazolo[1,5-c]pyrimidine-3-carboxylate